1H-pyrazol-3-carboxamid N1N=C(C=C1)C(=O)N